C12CNCCC2(C1)C=1C=C(C(C(=O)OC)=CC1)C(=O)OC 1,2-dimethyl 4-{3-azabicyclo[4.1.0]heptan-6-yl}phthalate